calcium 2-aminobutyrate NC(C(=O)[O-])CC.[Ca+2].NC(C(=O)[O-])CC